ClC1=C(C=CC(=C1)F)C1(NC(C=2C1=C(C=C1CN(C(NC21)=O)CC#N)NC(C2=CC(=CC(=C2)F)C(F)(F)F)=O)=O)O N-[7-(2-chloro-4-fluorophenyl)-3-(cyanomethyl)-7-hydroxy-2,9-dioxo-2,3,4,7,8,9-hexahydro-1H-pyrrolo[4,3-H]quinazolin-6-yl]-5-fluoro-3-(trifluoromethyl)benzamide